C(C1=CC=2N(C(C(=C(N2)C(F)(F)F)C2=CC=C(C=C2)OCC(F)(F)F)=O)C=C1)([2H])([2H])[2H] 8-(methyl-d3)-3-(4-(2,2,2-trifluoroethoxy)phenyl)-2-(trifluoromethyl)-4H-pyrido[1,2-a]pyrimidin-4-one